C1(=CC=CC=C1)C1=NC(=NC(=N1)C1=CC=CC=C1)C1=CC=CC2=C1C1=C(O2)C=CC(=C1)C1=CC=2N(C3=CC=CC=C3C2C=C1)C1=CC=CC=C1 2-(9-(4,6-diphenyl-1,3,5-triazin-2-yl)dibenzo[b,d]furan-2-yl)-9-phenyl-9H-carbazole